5-methylmethoxyfurfural CCOC1=CC=C(C=O)O1